O1[C@H](CCC1)C(=O)O.N[C@H](CO)C1=CC(=CC(=C1)OC)F (S)-2-amino-2-(3-fluoro-5-methoxyphenyl)ethan-1-ol (R)-tetrahydrofuran-2-carboxylic acid salt